CC=1C=C(C(=CC1)OC)O 4-methyl-guaiacol